N-((1R,2R,4S)-7-cyano-7-azabicyclo[2.2.1]heptan-2-yl)-1-(6-(difluoromethyl)-2-pyridinyl)-1H-indazole-5-carboxamide C(#N)N1[C@H]2[C@@H](C[C@@H]1CC2)NC(=O)C=2C=C1C=NN(C1=CC2)C2=NC(=CC=C2)C(F)F